(E)-12-(2-(2-(4-(dicyanomethylene)-6-hydroxy-4H-benzopyran-2-yl)vinyl)-5-hydroxyphenoxy)dodecanoic acid-4-d C(#N)C(=C1C=C(OC2=C1C=C(C=C2)O)/C=C/C2=C(OCCCCCCCCC(CCC(=O)O)[2H])C=C(C=C2)O)C#N